C1(CC1)CN(C(OC(C)(C)C)=O)C1=NC=CC(=C1)C=1OC=C(N1)C(NC=1C(=NN(C1)C1=CC=C(C=C1)C=O)C(F)F)=O tert-butyl N-(cyclopropylmethyl)-N-[4-[4-[[3-(difluoromethyl)-1-(4-formylphenyl) pyrazol-4-yl]carbamoyl]oxazol-2-yl]-2-pyridyl]carbamate